[Ni].[V].BrC=1C=C(N)C=C(C1C1=CCCC1)Cl 3-bromo-5-chloro-4-(cyclopent-1-en-1-yl)aniline vanadium-nickel salt